C(C)[C@](N(C(=O)OCC)CCCCCCCCCC)(C(C)C)C(=O)O ethyl-N-decyl-N-(ethoxycarbonyl)valine